O1COC2=C1C=CC(=C2)OC[C@@H](CC(=C)C)O (R)-1-(Benzo[d][1,3]dioxol-5-yloxy)-4-methylpent-4-en-2-ol